neptunium technetium [Tc].[Np]